CS(=O)(=O)NCC1N(CCCC1)C(=O)OC(C)(C)C TERT-BUTYL 2-(METHYLSULFONAMIDOMETHYL)PIPERIDINE-1-CARBOXYLATE